S(OC=1C=C2C(N(CC2=CC1)C1C(NC(CC1)=O)=O)=O)(=O)(=O)F 2-(2,6-dioxopiperidin-3-yl)-3-oxoisoindolin-5-yl sulfurofluoridate